CN(C(C(=O)N)C(C)C)C 2-(dimethylamino)-3-methylbutanamide